CC1=CC2=C(C=C1)C(=C(N2)C=O)N=CN(C)C N'-(2-FORMYL-6-METHYL-1H-INDOL-3-YL)-N,N-DIMETHYLIMIDOFORMAMIDE